methyl ((R)-N-(tert-butoxycarbonyl)-2-(((R)-6-((tert-butyldimethylsilyl)oxy)hexan-2-yl)oxy)-6-methylpyridine-3-sulfonimidoyl)-L-prolinate C(C)(C)(C)OC(=O)N=[S@](=O)(C=1C(=NC(=CC1)C)O[C@H](C)CCCCO[Si](C)(C)C(C)(C)C)N1[C@@H](CCC1)C(=O)OC